C(C1=CC=CC2=CC=CC=C12)C1=CC=CC2=CC=CC=C12 methylenebis(naphthalene)